C(C1=CC=CC=C1)NC1=NC(=NN2C=CC=C12)N1C(=CC2=C(C=CC=C12)NS(=O)(=O)C)C 7-benzylamino-5-[4-(mesylamino)-2-methyl-1-indolyl]-3a,4,6-triazaindene